ethyl 1-((2-(trimethylsilyl)ethoxy)methyl)-1H-pyrazole-3-carboxylate C[Si](CCOCN1N=C(C=C1)C(=O)OCC)(C)C